C1C(CC12CCC2)NCCC(=O)N 3-(spiro[3.3]heptan-2-ylamino)propanamide